CC([C@@H]1CC[C@H]2[C@@H]3CCC4=CC(CC[C@]4(C)[C@H]3CC[C@]12C)=O)=O (17a)-pregn-4-ene-3,20-dione